FC(COC=1C=C2C(=C(C(=NC2=C2C=CC=NC12)OCC1=CC=C(C=C1)OC)N)C=1C2=CN(N=C2C(=CC1)F)C1OCCCC1)F 6-(2,2-difluoroethoxy)-4-[7-fluoro-2-(oxan-2-yl)indazol-4-yl]-2-[(4-methoxyphenyl)methoxy]-1,7-phenanthrolin-3-amine